FC1=C(CN2N=C3C(N(CCC3=C2)[C@@H]2C(N(C=3C(=CC=4CCNCC4C3)OC2)C)=O)=O)C=CC=C1 (S)-3-(2-(2-fluorobenzyl)-7-oxo-2,4,5,7-tetrahydro-6H-pyrazolo[3,4-c]pyridin-6-yl)-5-methyl-2,3,7,8,9,10-hexahydro-[1,4]oxazepino[2,3-g]isoquinolin-4(5H)-one